(rac)-(2s,4R)-2-((2S,4S)-4-(3-(tert-butyl)phenyl)-2-methylpiperidine-1-carbonyl)-7-oxa-5-azaspiro[3.4]Octane-6-one C(C)(C)(C)C=1C=C(C=CC1)[C@@H]1C[C@@H](N(CC1)C(=O)C1CC2(C1)NC(OC2)=O)C |r|